CN1N=CC(=C1)[C@@H]1CNCCO1 (2R)-2-(1-methylpyrazol-4-yl)morpholine